N-(Tricyclo[3.3.1.13,7]dec-1-yl)-4-(trifluoromethoxy)benzenesulfonamide C12(CC3CC(CC(C1)C3)C2)NS(=O)(=O)C2=CC=C(C=C2)OC(F)(F)F